IC(C(CNC([O-])=O)CCC)C 3-Iodo-2-propylbutylcarbamate